BrC1=CC=C(C=C1)N1C(NC2(CC2)C1)=O 6-(4-bromophenyl)-4,6-diazaspiro[2.4]heptan-5-one